NC=1C2=C(N=CN1)N(C=C2C#CC2=CC1=C(N(C=N1)C)C=C2F)[C@H]2C[C@@H](N(C2)C(C=C)=O)COC 1-[(2R,4S)-4-[4-amino-5-[2-(6-fluoro-1-methyl-1,3-benzodiazol-5-yl)ethynyl]pyrrolo[2,3-d]pyrimidin-7-yl]-2-(methoxymethyl)pyrrolidin-1-yl]prop-2-en-1-one